2-amino-4-(butylamino)-6-((4-(pyrrolidin-1-ylmethyl)naphthalene-1-yl)methyl)pyridin NC1=NC(=CC(=C1)NCCCC)CC1=CC=C(C2=CC=CC=C12)CN1CCCC1